OCCN(C=1C=C(C(=O)O)C=CC1C)C 3-((2-hydroxyethyl)(methyl)amino)-4-methylbenzoic acid